(R)-N-(1-(3,4-dichlorophenyl)-2-(dimethylamino)ethyl)-4-(pyridin-2-yloxy)benzenesulfonamide ClC=1C=C(C=CC1Cl)[C@H](CN(C)C)NS(=O)(=O)C1=CC=C(C=C1)OC1=NC=CC=C1